FC1=C(C#N)C=CC(=C1)C=1NC(=CN1)C(F)(F)F 2-fluoro-4-(5-(trifluoromethyl)-1H-imidazol-2-yl)benzonitrile